BrC1=CN=C(C=2N1C=CN2)NC2=CC=C(C=C2)N2CCN(CC2)C(=O)OCC2=CC=CC=C2 benzyl 4-(4-((5-bromoimidazo[1,2-a]pyrazin-8-yl)amino)phenyl)piperazine-1-carboxylate